CC=1C=C(C=C(C1)C)C1(CC2C(N(OC2(C)C)C(C)C)C(C1)C)C 5-(3,5-dimethylphenyl)-1-isopropyl-3,3,5,7-tetramethyl-octahydrobenzo[c]isoxazole